(E)-1-(3,4-dihydroxyphenyl)ethan-1-one O-(3-(5-methyl-1,2,4-oxadiazol-3-yl)benzyl) oxime CC1=NC(=NO1)C=1C=C(CO\N=C(/C)\C2=CC(=C(C=C2)O)O)C=CC1